tert-butyl (S)-1-(3-(adamantan-1-yl)-1,2,4-oxadiazol-5-yl)-5-(dimethylamino)pentylcarbamate C12(CC3CC(CC(C1)C3)C2)C2=NOC(=N2)[C@H](CCCCN(C)C)NC(OC(C)(C)C)=O